C(NC1CCCCC1)NC1CCCCC1 methylenebis(4-cyclohexylamine)